(3R)-tert-butyl-9-(1-(3-acetamidophenyl) ethyl)-3-methyl-10-oxo-3,4,7,8,9,10-hexahydropyrido[4',3':3,4]pyrazolo[1,5-a]pyrazine-2(1H)-carboxylate C(C)(C)(C)OC(=O)N1CC=2C(=NN3C2C(N(CC3)C(C)C3=CC(=CC=C3)NC(C)=O)=O)C[C@H]1C